C(C#C)OC(C(=O)O)C 2-(PROP-2-YN-1-YLOXY)PROPANOIC ACID